((2S,3S,4S,5S,6S)-3,4,5-tris(benzyloxy)-6-methoxytetrahydro-2H-pyran-2-yl)-2-(triphenylmethoxy)ethan-1-one C(C1=CC=CC=C1)O[C@@H]1[C@H](O[C@@H]([C@H]([C@H]1OCC1=CC=CC=C1)OCC1=CC=CC=C1)OC)C(COC(C1=CC=CC=C1)(C1=CC=CC=C1)C1=CC=CC=C1)=O